L-proline sodium salt [Na+].N1[C@@H](CCC1)C(=O)[O-]